4-ethoxycyclobut-3-ene-1,2-dione C(C)OC1=CC(C1=O)=O